21,23-difluoro-15-methoxy-18,18-dioxo-8,11-dioxa-18λ6-thia-19-azatetracyclo[18.3.1.113,17.02,7]pentacosa-1(24),2,4,6,13,15,17(25),20,22-nonaen-12-one FC1=C2NS(C=3C=C(C=C(C(OCCOC4=CC=CC=C4C(C(=C1)F)=C2)=O)C3)OC)(=O)=O